C(#N)C1=CN(C2=NC=C(C=C21)C2=CC=C(C=C2)S(=O)(=O)N2C[C@@H]([C@@H](CC2)NC2=NC=C(C=C2)C(F)(F)F)O)CCNC(OC(C)(C)C)=O tert-Butyl (2-(3-cyano-5-(4-(((3S,4R)-3-hydroxy-4-((5-(trifluoromethyl)pyridin-2-yl)amino)piperidin-1-yl)sulfonyl)phenyl)-1H-pyrrolo[2,3-b]pyridin-1-yl)ethyl)carbamate